tert-butyl (3S)-4-(2,5-difluoro-4-nitro-phenyl)-3-methyl-piperazine-1-carboxylate FC1=C(C=C(C(=C1)[N+](=O)[O-])F)N1[C@H](CN(CC1)C(=O)OC(C)(C)C)C